3,5-dimethylhex-1-yn-3-ol CC(C#C)(CC(C)C)O